C(C)(C)C1CC(C1)CN (3-isopropylcyclobutyl)methanamine